9,9-dioctyl-2,7-divinylidenefluorene C(CCCCCCC)C1(C2=CC(C=CC2=C2C=CC(C=C12)=C=C)=C=C)CCCCCCCC